CC1=CC(=NC=C1C#N)N1N=CC(=C1)CN1C[C@H](N(CC1)C)C=1C(=C2COC(C2=CC1)=O)C (R)-4-methyl-6-(4-((4-methyl-3-(4-methyl-1-oxo-1,3-dihydroisobenzofuran-5-yl)piperazin-1-yl)methyl)-1H-pyrazol-1-yl)nicotinonitrile